N-(2-(4-(azidomethyl)piperidin-1-yl)ethyl)-4-(2-(pyrrolidin-1-yl)pyridin-3-yl)benzenesulfonamide N(=[N+]=[N-])CC1CCN(CC1)CCNS(=O)(=O)C1=CC=C(C=C1)C=1C(=NC=CC1)N1CCCC1